tert-butyl 3,5-difluoro-4-(trifluoromethoxy)benzyl(4-(2-((6-(2-oxo-1,2-dihydropyrimidin-4-yl)-1-(tetrahydro-2H-pyran-2-yl)-1H-indazol-4-yl)amino)ethoxy)butyl)carbamate FC=1C=C(CN(C(OC(C)(C)C)=O)CCCCOCCNC2=C3C=NN(C3=CC(=C2)C2=NC(NC=C2)=O)C2OCCCC2)C=C(C1OC(F)(F)F)F